6-(7,8-dihydro-5H-1,6-naphthyridin-6-yl)-5-methyl-N-[2-(4-pyridyl)ethyl]pyridine-3-carboxamide N1=CC=CC=2CN(CCC12)C1=C(C=C(C=N1)C(=O)NCCC1=CC=NC=C1)C